((1r,4R)-4-ethoxy-4-(trifluoromethyl)cyclohexyl)-4-(5-(5-fluoro-2-methoxypyridin-4-yl)-1H-pyrazole-3-carbonyl)-4-azaspiro[2.5]octane-7-carboxamide C(C)OC1(CCC(CC1)C1CC12N(CCC(C2)C(=O)N)C(=O)C2=NNC(=C2)C2=CC(=NC=C2F)OC)C(F)(F)F